CC(C(=O)N)(C1=CC=CC=C1)C dimethyl-2-phenylacetamide